ClC=1C=C(C(=NC1)N1C(C(N(C(C1([2H])[2H])([2H])[2H])C(=O)OC(C)(C)C)([2H])[2H])([2H])[2H])C1=NC=CN=C1 tert-butyl 4-(5-chloro-3-pyrazin-2-yl-2-pyridyl)-2,2,3,3,5,5,6,6-octadeuterio-piperazine-1-carboxylate